FC1=C(C=C(C=C1)F)O 2,5-difluorophenol